C1(CCC1)C=1N=C(C2=C(N1)C1=C(O2)N=C(C=C1C)C)N cyclobutyl-7,9-dimethyl-pyrido[3',2':4,5]furo[3,2-d]pyrimidin-4-amine